S-Methyl-S-phenyl-sulfoximine CS(=O)(=N)C1=CC=CC=C1